BrC1=CC=C(OC[C@@H]2COC[C@](O2)(C)COC([2H])([2H])[2H])C=C1 (2s,6s)-6-((4-bromophenoxy)methyl)-2-((methoxy-d3)methyl)-2-methyl-1,4-dioxan